[Pd].CNC1=C(C=CC=C1)C1=CC=CC=C1 N-methyl-2-phenylaniline palladium